(S)-tert-butyl 2-(2-(2-Methoxypyridin-4-yl)-6-(3-methyl-1H-pyrrolo[2,3-b]pyridin-5-yl)-1,2,3,4-tetrahydro Isoquinolin-8-yl)pyrrolidine-1-carboxylate COC1=NC=CC(=C1)N1CC2=C(C=C(C=C2CC1)C=1C=C2C(=NC1)NC=C2C)[C@H]2N(CCC2)C(=O)OC(C)(C)C